NC=1SC(=C(N1)C1=C(C=CC=C1)OC(F)F)C(=O)O 2-amino-4-(2-(difluoromethoxy)phenyl)thiazole-5-carboxylic acid